IC=1C=NN(C1)[C@H](C)C1=CC=C(C=C1)C(F)(F)F |r| racemic-4-iodo-1-(1-(4-(trifluoromethyl)phenyl)ethyl)-1H-pyrazole